silver hydantoinate N1(C(=O)NC(=O)C1)C(=O)[O-].[Ag+]